ClC1=C(C=CC=C1Cl)C(C(=O)OC)(C)F methyl 2-(2,3-dichlorophenyl)-2-fluoro-propanoate